(±)-3-(3,3-dimethoxycyclopentyl)-3-oxopropanenitrile COC1(C[C@@H](CC1)C(CC#N)=O)OC |r|